7-fluoro-2-methylimidazo[1,2-a]pyridine FC1=CC=2N(C=C1)C=C(N2)C